9,13-dioxa-3-azadispiro[5.1.58.16]tetradecane C1CNCCC12CC1(OCCCO1)C2